2-(4-{2'-ethoxy-[2,3'-bipyridin]-5-yl}-4-{[2-(methylamino)ethyl]amino}piperidin-1-yl)-5-(trifluoromethyl)benzonitrile C(C)OC1=NC=CC=C1C1=NC=C(C=C1)C1(CCN(CC1)C1=C(C#N)C=C(C=C1)C(F)(F)F)NCCNC